COC1=NC(=NC(=N1)C(Br)(Br)Br)C(Br)(Br)Br 2-methoxy-4,6-bis(tribromomethyl)s-triazine